2-chloro-6-methyl-4-(trifluoromethyl)-pyridine ClC1=NC(=CC(=C1)C(F)(F)F)C